N-(5-fluoropyridin-2-yl)-2-{2-[(2-hydroxyethyl)amino]-5,8-dioxo-6-(propan-2-yl)-5,6,7,8-tetrahydro-4H-pyrazolo[1,5-a]pyrrolo[3,4-d]pyrimidin-4-yl}acetamide FC=1C=CC(=NC1)NC(CN1C=2N(C(C3=C1C(N(C3)C(C)C)=O)=O)N=C(C2)NCCO)=O